C(C)O[Si](C1=CC=C(C=C1)C1=CC=C(C=C1)C=C)(OCC)OCC triethoxy(4'-vinyl-[1,1'-biphenyl]-4-yl)silane